(Z)-N'-(3-(3-(3-(pentafluoro-sulfaneyl)-5-(trifluoromethyl)phenyl)-1H-1,2,4-triazol-1-yl)acryloyl)tetrahydrofuran-3-carbohydrazide FS(C=1C=C(C=C(C1)C(F)(F)F)C1=NN(C=N1)\C=C/C(=O)NNC(=O)C1COCC1)(F)(F)(F)F